(E)-4-Phenyl-3-((3-((E)-4-((tetrahydro-1H-furo[3,4-c]pyrrol-5(3H)-yl)methyl)Styryl)-1H-indazol-6-yl)methylene)pyrrolidin-2-one trifluoroacetate FC(C(=O)O)(F)F.C1(=CC=CC=C1)C1\C(\C(NC1)=O)=C/C1=CC=C2C(=NNC2=C1)\C=C\C1=CC=C(C=C1)CN1CC2C(C1)COC2